[(3R,6R)-3,4,5-tris(acetyloxy)-6-[4-(2-aminoethyl)phenoxy]oxan-2-yl]methyl acetate C(C)(=O)OCC1O[C@@H](C(C([C@@H]1OC(C)=O)OC(C)=O)OC(C)=O)OC1=CC=C(C=C1)CCN